BrC1=C(C=C(C=C1)NC(CC1=C(C=CC=C1)F)=O)S(N=CN(C)C)(=O)=O N-(4-bromo-3-{[(dimethylamino)methylidene]sulfamoyl}phenyl)-2-(2-fluorophenyl)acetamide